NC1=C2C(=NC=N1)N(N=C2C=2C(=C1CCN(C1=CC2)C(CC2=C(C=CC(=C2)C(F)(F)F)F)=O)F)C2COC2 1-(5-(4-amino-1-(oxetan-3-yl)-1H-pyrazolo[3,4-d]pyrimidin-3-yl)-4-fluoroindolin-1-yl)-2-(2-fluoro-5-(trifluorometh-yl)phenyl)-ethan-1-one